C(CCC)[15OH] [15O]Butanol